2-[4-[2-(1-piperidyl)ethoxy]benzyloxy]benzamide N1(CCCCC1)CCOC1=CC=C(COC2=C(C(=O)N)C=CC=C2)C=C1